(4-(benzyloxy)phenyl)(2-ethyl-1-methyl-1H-pyrrolo[3,2-c]pyridin-3-yl)methanone C(C1=CC=CC=C1)OC1=CC=C(C=C1)C(=O)C1=C(N(C2=C1C=NC=C2)C)CC